4-((2-(difluoromethoxy)ethyl)amino)-3-methoxy-N-(5-(5-methyl-1H-pyrazol-1-yl)-1,3,4-thiadiazol-2-yl)-2-oxo-2H-pyran-6-carboxamide FC(OCCNC1=C(C(OC(=C1)C(=O)NC=1SC(=NN1)N1N=CC=C1C)=O)OC)F